3-fluoro-heptadecanoic acid FC(CC(=O)O)CCCCCCCCCCCCCC